CC1(OC2=CC(=CC=C2C=C1C=O)OC1OCCCC1)C 2,2-dimethyl-7-((tetrahydro-2H-pyran-2-yl)oxy)-2H-chromene-3-carbaldehyde